ClC1([C@H]([C@@H]1C1=CC(=C(C=C1)Cl)Cl)C(=O)O)Cl trans-2,2-dichloro-3-(3,4-dichlorophenyl)cyclopropane-1-carboxylic acid